COC(C1=CC(=C(C(=C1)NC[C@H]1OCC1)N)OCC)=O.BrC=1C=C(C=C(C1OCC(CBr)(C)Br)Br)C(C)(C)C1=CC(=C(C(=C1)Br)OCC(CBr)(Br)C)Br 2,2-bis[3,5-dibromo-4-(2,3-dibromo-2-methylpropyloxy)phenyl]propane methyl-(S)-4-amino-3-ethoxy-5-((oxetan-2-ylmethyl)amino)benzoate